ClC=1C=C(C=CC1C1=CC(=CC=C1)C1=NC(=NC(=N1)C1=CC=CC=C1)C1=CC=CC=C1)C1=CC=C(C=C1)C#N 3'-chloro-3''-(4,6-diphenyl-1,3,5-triazin-2-yl)-[1,1':4',1''-terphenyl]-4-carbonitrile